N1(N=NC=C1)C[C@H](C)NC(OC(C)(C)C)=O tert-butyl (S)-(1-(1H-1,2,3-triazol-1-yl)propan-2-yl)carbamate